OCC1=CC2=C(CCN(CC2)C(=O)OC(C)(C)C)C=C1 tert-butyl 7-(hydroxymethyl)-1,2,4,5-tetrahydro-3H-benzo[d]azepine-3-carboxylate